O1C(=CC=C1)C1(CC1)NC(C(C)(C)C)=O N-(1-(2-furyl)cyclopropyl)pivalamide